(R)-3-(5-(3,5-difluorophenyl)-3-oxo-5,6-dihydro-3H-[1,2,4]triazolo[3,4-c][1,4]oxazin-2(8H)-yl)bicyclo[1.1.1]pentane-1-carbonitrile FC=1C=C(C=C(C1)F)[C@H]1N2C(COC1)=NN(C2=O)C21CC(C2)(C1)C#N